4-chloro-3-(difluoromethoxy)phenyl-3-methyl-imidazo[4,5-b]pyridin-2-one ClC1=C(C=C(C=C1)C1=CC=C2C(=N1)N(C(N2)=O)C)OC(F)F